(2R,3S)-4-bromo-5-chloro-6-fluoro-3-(methoxymethyloxy)-2-phenyl-2,3-dihydrobenzofuran-2-carboxamide BrC1=C(C(=CC2=C1[C@@H]([C@@](O2)(C(=O)N)C2=CC=CC=C2)OCOC)F)Cl